ethyl 1-(4-(1-cyanoethyl)benzyl)-1H-pyrazole-4-carboxylate C(#N)C(C)C1=CC=C(CN2N=CC(=C2)C(=O)OCC)C=C1